C1OC=2C=C(C=CC2O1)CC(CO)C 3-(3,4-methylenedioxyphenyl)-2-methylpropanol